2,6-Difluoro-3-(5-fluoro-1-methyl-6-(7-oxa-4-azaspiro[2.5]octan-4-yl)-1H-pyrazolo[3,4-b]pyridin-3-yl)-5-(trifluoromethyl)phenol FC1=C(C(=C(C=C1C1=NN(C2=NC(=C(C=C21)F)N2C1(CC1)COCC2)C)C(F)(F)F)F)O